(4aS,9bS)-7-fluoro-1,2,3,4,4a,9b-hexahydrobenzofuro[3,2-b]pyridine FC1=CC2=C(C=C1)[C@@H]1NCCC[C@@H]1O2